C(C)(C)(C)OC(C[C@H](N(C(=O)OCC1=CC=CC=C1)C)C(=O)O)=O N-methyl-N-(benzyloxycarbonyl)-L-aspartic acid-4-tert-butyl ester